(1R,3S)-3-(methoxycarbonyl)cyclopentane-1-carboxylic acid COC(=O)[C@@H]1C[C@@H](CC1)C(=O)O